ethyl 2-[3-[(3S)-3-[[(tert-butyldimethylsilyl)oxy]methyl]morpholine-4-carbonyl]pyridin-2-yl]acetate [Si](C)(C)(C(C)(C)C)OC[C@H]1N(CCOC1)C(=O)C=1C(=NC=CC1)CC(=O)OCC